Tert-butyl 5-(2-aminoethyl)-3-acetamido-indole-1-carboxylate NCCC=1C=C2C(=CN(C2=CC1)C(=O)OC(C)(C)C)NC(C)=O